Tert-butyl (2-((3,5-difluorophenyl)amino)-6-((5-methyl-2,3-dihydro-1H-inden-2-yl)carbamoyl)pyridin-4-yl)carbamate FC=1C=C(C=C(C1)F)NC1=NC(=CC(=C1)NC(OC(C)(C)C)=O)C(NC1CC2=CC=C(C=C2C1)C)=O